3-((R)-8-(4-fluoro-2-methoxy-6-(trifluoromethyl)phenyl)quinolin-5-yl)propionic acid FC1=CC(=C(C(=C1)C(F)(F)F)C=1C=CC(=C2C=CC=NC12)CCC(=O)O)OC